C(CCC)NCCC[Si](OCC)(OCC)OCC (N-BUTYL)-3-aminopropyltriethoxysilane